NC1CC2(C1)CCN(CC2)CCC2CCN(CC2)C2=C(C=C(C=C2)NC2C(NC(CC2)=O)=O)F 3-((4-(4-(2-(2-amino-7-azaspiro[3.5]nonan-7-yl)ethyl)piperidin-1-yl)-3-fluorophenyl)amino)piperidine-2,6-dione